2-(4-chlorophenyl)-N-[4-(4-chlorophenyl)-5,8-difluoro-1-oxophthalazin-2(1H)-yl]acetamide ClC1=CC=C(C=C1)CC(=O)NN1C(C2=C(C=CC(=C2C(=N1)C1=CC=C(C=C1)Cl)F)F)=O